1-(4-(benzyl(2,4-dimethoxybenzyl)amino)-8-ethoxy-5,6,7,8-tetrahydroquinazolin-2-yl)-2-methyl-indole-4-carbonitrile C(C1=CC=CC=C1)N(C1=NC(=NC=2C(CCCC12)OCC)N1C(=CC=2C(=CC=CC12)C#N)C)CC1=C(C=C(C=C1)OC)OC